C(C)(C)(C)C1=CC(=CC2=CC=CC=C12)C1=NC=CC2=C1N=CN2C 4-(4-(tert-butyl)naphthalen-2-yl)-1-methyl-1H-imidazo[4,5-c]Pyridine